C1(=CC=CC=C1)P(=O)(C1=CC=CC=C1)C1=NC=CC=C1[O-] 2-(diphenylphosphoryl)pyridin-3-olat